COC1=C(C=CC(=C1)CCC)OC=C(C)CCC 2-methoxy-1-((2-pentylidene)methoxy)-4-propylbenzene